6-[(tert-butyldimethylsilyl)oxy]heptanoic acid [Si](C)(C)(C(C)(C)C)OC(CCCCC(=O)O)C